2-(((1R)-1-(2-cyano-3-(6,6-difluoro-3-azabicyclo[3.1.1]heptan-3-yl)-7-methylquinoxalin-5-yl)ethyl)amino)benzoic acid C(#N)C1=NC2=CC(=CC(=C2N=C1N1CC2C(C(C1)C2)(F)F)[C@@H](C)NC2=C(C(=O)O)C=CC=C2)C